1-(tert-butyl) 2-methyl (2S,3S,4S)-3-((acetylthio)methyl)-4-((chloromethyl)sulfonyl)-3-(3-(4,4,5,5-tetramethyl-1,3,2-dioxaborolan-2-yl)propyl)pyrrolidine-1,2-dicarboxylate C(C)(=O)SC[C@@]1([C@H](N(C[C@H]1S(=O)(=O)CCl)C(=O)OC(C)(C)C)C(=O)OC)CCCB1OC(C(O1)(C)C)(C)C